C1(=CC=CC=C1)C12CC3C(C(CC(C1)C3)C2)C#N cis-5-phenyladamantane-2-carbonitrile